C(CCC)C1N(CCCC1)COC Butyl-methoxymethyl-piperidine